O.O.O.[Tb] terbium trihydrate